Manganese chloride salt [Cl-].[Mn+2].[Cl-]